4'-((2R,6S)-4-acryloyl-6-methyl-1-(methylsulfonyl)piperazin-2-yl)-6'-chloro-N,6-dimethyl-[2,2'-bipyridine]-4-carboxamide C(C=C)(=O)N1C[C@H](N([C@H](C1)C)S(=O)(=O)C)C1=CC(=NC(=C1)Cl)C1=NC(=CC(=C1)C(=O)NC)C